[4-[3-(decyloxy)-2-hydroxy-propoxy]-2-hydroxyphenyl] phenyl ketone C1(=CC=CC=C1)C(=O)C1=C(C=C(C=C1)OCC(COCCCCCCCCCC)O)O